4-{[1-(3,5-Dichloro-benzenesulfonyl)-4-methoxy-2,3-dihydro-1H-indole-6-carbonyl]-amino}-2-fluoro-benzoic acid ClC=1C=C(C=C(C1)Cl)S(=O)(=O)N1CCC2=C(C=C(C=C12)C(=O)NC1=CC(=C(C(=O)O)C=C1)F)OC